(S,E)-2-(1-Allylpyrrolidin-2-yl)-N-((1,2,3,5,6,7-hexahydro-s-indacen-4-yl)carbamoyl)ethen-1-sulfonamid C(C=C)N1[C@@H](CCC1)/C=C/S(=O)(=O)NC(NC1=C2CCCC2=CC=2CCCC12)=O